N-(3-chloro-5-(methylsulfonyl)phenyl)-4-(3-(pyridin-3-ylmethoxy)pyridin-2-yl)thiophene-2-carboxamide ClC=1C=C(C=C(C1)S(=O)(=O)C)NC(=O)C=1SC=C(C1)C1=NC=CC=C1OCC=1C=NC=CC1